N1CCCCC1 PIPERiDINE